2-bromo-1-(chloromethyl)-3-methylbenzene BrC1=C(C=CC=C1C)CCl